C(CC(O)(C(=O)OCC(CCCCC)CCC)CC(=O)OCC(CCCCC)CCC)(=O)OCC(CCCCC)CCC tri(2-propyl heptyl) citrate